racemic-1-benzyl-4-methylpiperidin-3-one C(C1=CC=CC=C1)N1CC([C@@H](CC1)C)=O |r|